C1=CC(C(=O)C=C1)O ketophenol